6-bromo-3-fluoro-quinoline-5-carbonitrile BrC1=C(C=2C=C(C=NC2C=C1)F)C#N